5'-O-alpha-L-fucosyl-2'-deoxyadenosine [C@@H]1([C@@H](O)[C@H](O)[C@H](O)[C@@H](O1)C)OC[C@@H]1[C@H](C[C@@H](O1)N1C=NC=2C(N)=NC=NC12)O